Octahydropentalen C1CCC2CCCC12